C(CCCCO)CCC/C=C\\CCCCCCCC(=O)O The molecule is an omega-hydroxy fatty acid that is 18-hydroxyoctadecanoic acid which has been dehydrogenated to introduce a trans double bond at the 9-10 position. It has a role as a plant metabolite. It is an omega-hydroxy fatty acid, a long-chain fatty acid, a straight-chain fatty acid and a hydroxy monounsaturated fatty acid. It derives from an oleic acid. It is a conjugate acid of a 18-hydroxyoleate.